6-((2R)-3-(4-(2,2-dimethylcyclopropyl)phenyl)-2-methylpropyl)-2-thia-6-azaspiro[3.4]octane 2,2-dioxide CC1(C(C1)C1=CC=C(C=C1)C[C@H](CN1CC2(CS(C2)(=O)=O)CC1)C)C